2,4,6-trisMethylbenzoyldiphenylphosphine oxide CC1=C(C(=O)P(C2=CC=CC=C2)(C2=CC=CC=C2)=O)C(=CC(=C1)C)C